ClC1=CC2=C(N=C(S2)C(CCCNS(=O)(=O)C2=CC=C(C=C2)OC)C)C=C1 N-(4-(6-chlorobenzo[d]thiazol-2-yl)pentyl)-4-methoxybenzenesulfonamide